NC1=NC=NC=2N(C3=CC(=CC=C3C21)C(=O)O)CC(=O)N2[C@@H]1C[C@@H]1C[C@H]2C(NC2=NC(=CC=C2)Br)=O 4-amino-9-(2-((1R,3S,5R)-3-((6-bromopyridin-2-yl)carbamoyl)-2-azabicyclo[3.1.0]hexan-2-yl)-2-oxoethyl)-9H-pyrimido[4,5-b]indole-7-carboxylic acid